acetylamino-5-(3-phenoxyprop-1-yn-1-yl)-1,3-thiazole-4-carboxylic acid ethyl ester C(C)OC(=O)C=1N=C(SC1C#CCOC1=CC=CC=C1)NC(C)=O